FC=1C(=C2C(=NC1C1=CC=CC=C1)C1=C(O2)C=CC=C1)C=1C=C(C=CC1)C 3-fluoro-2-phenyl-4-(m-tolyl)benzofuro[3,2-b]pyridine